tert-butyl 4-((5-chloro-4-(1-((2-(trimethylsilyl)ethoxy)methyl)-1H-pyrazolo[4,3-b]pyridin-3-yl)pyridin-2-yl)amino)piperidine-1-carboxylate ClC=1C(=CC(=NC1)NC1CCN(CC1)C(=O)OC(C)(C)C)C1=NN(C=2C1=NC=CC2)COCC[Si](C)(C)C